3,3-dihydroxymethyloxycyclobutane OCOC1(CCC1)OCO